methyl 2-[6-(tert-butoxycarbonyl)-6-azaspiro[2.5]oct-1-yl]-1-(2-methoxyethyl)-1H-benzimidazole-6-carboxylate C(C)(C)(C)OC(=O)N1CCC2(CC2C2=NC3=C(N2CCOC)C=C(C=C3)C(=O)OC)CC1